OC1=C(C=C2C(=C(C(OC2=C1)=O)CC(=O)NC1CCC(CC1)OC)C)OC 2-(7-hydroxy-6-methoxy-4-methyl-2-oxo-2H-chromen-3-yl)-N-((1R,4R)-4-methoxycyclohexyl)acetamide